methyl 4-[(1S)-1-[[(2R)-1-[[3-(4-hydroxy-2-methyl-phenyl)phenyl]methyl] pyrrolidine-2-carbonyl]amino]ethyl]benzoate OC1=CC(=C(C=C1)C=1C=C(C=CC1)CN1[C@H](CCC1)C(=O)N[C@@H](C)C1=CC=C(C(=O)OC)C=C1)C